OCC(CO)CC 2-(hydroxymethyl)butanol